tetraethyl-4,4'-diaminodiphenylmethane CCC1=C(C=CC(=C1CC)N)C(CC)(CC)C2=CC=C(C=C2)N